(4-(9H-carbazol-9-yl)-2,5-dimethylphenyl)boronic acid C1=CC=CC=2C3=CC=CC=C3N(C12)C1=CC(=C(C=C1C)B(O)O)C